BrC=1C(=NC(=CC1)C(F)(F)F)C(=O)N 3-bromo-6-(trifluoromethyl)pyridine-2-carboxamide